C[Si](C(C(C(=O)O)([2H])[2H])([2H])[2H])(C)C 3-(trimethylsilyl)propionic acid-d4